5-(1H-benzotriazol-1-yloxy)-3,4-dihydro-1-methyl-2H-pyrrolium hexachloroantimonate Cl[Sb-](Cl)(Cl)(Cl)(Cl)Cl.N1(N=NC2=C1C=CC=C2)OC=2CCC[N+]2C